4-DIMETHYLAMINO-3,10,12,12A-TETRAHYDROXY-7-[(METHOXY(METHYL)AMINO)-METHYL]-1,11-DIOXO-1,4,4A,5,5A,6,11,12A-OCTAHYDRO-NAPHTHACEN CN(C1C(=CC(C2(C(=C3C(C4=C(C=CC(=C4CC3CC12)CN(C)OC)O)=O)O)O)=O)O)C